ClC1=C(C=NNC1=O)N1CC2=C(CC1)N(C(=N2)C(=O)N)CC2=C(C=CC=C2)C(F)(F)F 5-(5-Chloro-6-oxo-1,6-dihydropyridazin-4-yl)-1-[[2-(trifluoromethyl)phenyl]methyl]-1H,4H,5H,6H,7H-imidazo[4,5-c]pyridine-2-carboxamide